methyl 4,5-dichloro-1H-pyrrolo[2,3-c]pyridine-2-carboxylate ClC1=C2C(=CN=C1Cl)NC(=C2)C(=O)OC